4-[1-[4-Fluoro-2-(trifluoromethyl)phenyl]cyclopropyl]-5H,6H,7H,8H-pyrido[3,4-d]pyrimidine-7-carboxylic acid tert-butyl ester C(C)(C)(C)OC(=O)N1CC=2N=CN=C(C2CC1)C1(CC1)C1=C(C=C(C=C1)F)C(F)(F)F